(S)-(4-(4-ethylpyrazolo[1,5-a]pyridin-2-yl)-1,4,6,7-tetrahydro-5H-imidazo[4,5-c]pyridin-5-yl)(5-(pyridin-2-yl)-1,3,4-oxadiazol-2-yl)methanone C(C)C=1C=2N(C=CC1)N=C(C2)[C@H]2N(CCC1=C2N=CN1)C(=O)C=1OC(=NN1)C1=NC=CC=C1